methyl (S)-7-methyl-3-(2-oxo-2-((tetrahydro-2H-pyran-4-yl)amino)ethyl)-2-(2-(2-oxopyridin-1(2H)-yl)ethyl)-3,7,8,9-tetrahydro-6H-imidazo[4,5-f]quinoline-6-carboxylate C[C@@H]1N(C2=CC=C3C(=C2CC1)N=C(N3CC(NC3CCOCC3)=O)CCN3C(C=CC=C3)=O)C(=O)OC